6-(1-Methyl-1H-pyrazol-4-yl)-1-((tetrahydro-2H-pyran-4-yl)methyl)-1H-imidazo[4,5-b]pyrazin CN1N=CC(=C1)C1=CN=C2C(=N1)N(C=N2)CC2CCOCC2